acetic acid-(1,4-dimethylbutyl) ester CC(CCCC)OC(C)=O